3-(3-Chloro-4-isopropyl-5-methoxyphenyl)isoquinoline ClC=1C=C(C=C(C1C(C)C)OC)C=1N=CC2=CC=CC=C2C1